4-oxo-2-(tritylamino)-4,7-dihydro-3H-pyrrolo[2,3-d]Pyrimidine-5-carbaldehyde O-methyloxime CON=CC1=CNC=2N=C(NC(C21)=O)NC(C2=CC=CC=C2)(C2=CC=CC=C2)C2=CC=CC=C2